C1(CC1)C=1N=CN(C1)C=1C2=C(SC1C(=O)NC1=NC(=CC=C1)C1=NN=CN1C(C)C)C=CC=C2 (4-cyclopropyl-1H-imidazol-1-yl)-N-(6-(4-isopropyl-4H-1,2,4-triazol-3-yl)pyridin-2-yl)benzo[b]thiophene-2-carboxamide